C(#C)C1=CSC2=C1N=CN=C2N2CCC(CC2)NCCCC2=CC=C(C=C2)F N-[1-(7-ethynylthieno[3,2-d]pyrimidin-4-yl)-4-piperidinyl]-3-(4-fluorophenyl)propylamine